FC(C(=O)O)(F)F.O=C1C2=C(N(C(N1)=O)C1CCNCC1)SC(=C2)S(=O)(=O)N Dioxo-1-(piperidine-4-yl)-1,2,3,4-tetrahydrothieno[2,3-d]pyrimidin-6-sulfonamide trifluoroacetate